C1=C(C=C(C(=C1Cl)O)Cl)Cl The molecule is a trichlorophenol with phenolic substituents on positions 2, 4 and 6. It has a role as a carcinogenic agent. It is a conjugate acid of a 2,4,6-trichlorophenolate.